C(=O)C1=C2C(=NC(=C1)C(=O)NC1=CC(=CC=C1)C1(CC(C1)CC#N)C1=NN=CN1C)C(CO2)(C)C 7-formyl-3,3-dimethyl-N-{3-[(1S,3S)-3-(cyanomethyl)-1-(4-methyl-1,2,4-triazol-3-yl)cyclobutyl]phenyl}-2H-furo[3,2-b]pyridine-5-carboxamide